O-(4-Fluorophenyl)-N-(4-n-propylamino-6-prop-2-ynylamino-[1,3,5]triazin-2-yl)-hydroxylamine FC1=CC=C(C=C1)ONC1=NC(=NC(=N1)NCCC)NCC#C